Cl.C(C)(=O)OCC[C@@H]1CC[C@H](CC1)N trans-2-(4-aminocyclohexyl)ethyl acetate hydrochloride